6-((3-Bromobenzyl)thio)-9H-purin BrC=1C=C(CSC2=C3N=CNC3=NC=N2)C=CC1